N-((5-fluoro-2,3-dihydrobenzofuran-4-yl)methyl)-1-(methylsulfonyl)imidazo[1,5-c]pyrimidine-5-Amine FC=1C=CC2=C(CCO2)C1CNC1=NC=CC=2N1C=NC2S(=O)(=O)C